CCCCNCCCC di-N-butylamine